O=C1[C@H](CCCC[C@@H]2N1[C@@H](CC2)C(=O)N2C1(CC1)CC(C2)C2=CC=CC=C2)NC(=O)C2=CC=C1C=CC(=CC1=C2)CP(=O)(OC2=CC=CC=C2)N[C@@H](C)C(=O)OCC(C)C isobutyl (((7-(((3S,6S,10aS)-5-oxo-3-(6-phenyl-4-azaspiro[2.4]heptane-4-carbonyl)decahydro pyrrolo[1,2-a]azocin-6-yl)carbamoyl) naphthalen-2-yl)methyl)(phenoxy) phosphoryl)-L-alaninate